4-(9-(4-methoxyphenyl)-6-(2-(3-methylbenzylidene)hydrazinyl)-9H-purin-2-yl)morpholine COC1=CC=C(C=C1)N1C2=NC(=NC(=C2N=C1)NN=CC1=CC(=CC=C1)C)N1CCOCC1